C(C)C1=C(C(=C(C(=C1CC)C)CC)C)O 2,3,5-Triethyl-4,6-dimethylphenol